5-(6-(4-(4-Methoxybenzyl)piperazin-1-yl)pyridin-3-yl)-7-(1-methyl-1H-pyrazol-4-yl)quinazoline COC1=CC=C(CN2CCN(CC2)C2=CC=C(C=N2)C2=C3C=NC=NC3=CC(=C2)C=2C=NN(C2)C)C=C1